2-fluorophenethylamine iodine [I].FC1=C(CCN)C=CC=C1